N-(tert-butyl)-1,1-dimethyl-1-(2,6,6-trimethyl-tetrahydro-s-indacen-1-yl)silanamine C(C)(C)(C)N[Si](C1C(CC2CC3=CC(C=C3C=C12)(C)C)C)(C)C